(R or S)-3-(1-(2-hydroxy-2-methylpropyl)-1H-pyrazol-4-yl)cyclohex-3-ene-1-carboxylate OC(CN1N=CC(=C1)C=1C[C@@H](CCC1)C(=O)[O-])(C)C |o1:10|